C(CNC(=O)CC[C@@H](C(=O)O)N)C#N The molecule is a nitrile that is L-glutamine in which one of the hydrogens attached to the amide nitrogen is replaced by a 2-cyanoethyl group. It has a role as a mouse metabolite. It is a non-proteinogenic L-alpha-amino acid, a L-glutamine derivative, an aliphatic nitrile and a secondary carboxamide. It derives from a beta-aminopropionitrile.